3-[3-(1H-tetrazol-5-yl)-phenyl-ethynyl]-1H-indole N1N=NN=C1C=1C=C(C=CC1)C#CC1=CNC2=CC=CC=C12